C1(=CC=C(C=C1)C1=NN=C(N1C1=CC=CC=C1)C1=CC=C(C=C1)C(C)(C)C)C1=CC=CC=C1 3-(4-biphenylyl)-5-(4-tert-butylphenyl)-4-phenyl-1,2,4-triazole